tert-butyl trans-3-(4-(pyridazin-4-yl)-1H-1,2,3-triazol-1-yl)-4-(4-(trifluoromethyl)benzyloxy)pyrrolidine-1-carboxylate N1=NC=C(C=C1)C=1N=NN(C1)[C@@H]1CN(C[C@H]1OCC1=CC=C(C=C1)C(F)(F)F)C(=O)OC(C)(C)C